P(=O)([O-])([O-])[O-].[Al+3].[C].[Na] sodium carbon aluminum(III) phosphate